C1(CC1)N1CCC(CC1)N1CCC(CC1)C=1C=CC2=C(NC(=N2)C2=CC(=C(C=C2)OC)OC)C1 6-(1'-Cyclopropyl-[1,4'-bipiperidin]-4-yl)-2-(3,4-dimethoxyphenyl)-1H-benzo[d]imidazol